4,4'-biphenyl-di-quinone C1(C(C(C(C(C1)=O)C1=CC=CC=C1)=O)=O)=O